OC=1N=CC2=C(N1)CCN(C2)C(=O)OC(C)(C)C tert-butyl 2-hydroxy-7,8-dihydropyrido[4,3-d]pyrimidine-6(5H)-carboxylate